6-bromo-7-(2-chloro-5-fluorophenyl)-8-[(4-methoxyphenyl)methyl]-8,9-dihydro-7H-pyrrolo[4,3-c]imidazo[3,2-a]pyridin-9-one BrC=1C2=C(C=3N(C1)C=CN3)C(N(C2C2=C(C=CC(=C2)F)Cl)CC2=CC=C(C=C2)OC)=O